(R)-N-(6-(1-methyl-1H-pyrazol-4-yl)isoquinolin-3-yl)-2-(3-methylmorpholinyl)acetamide CN1N=CC(=C1)C=1C=C2C=C(N=CC2=CC1)NC(CN1[C@@H](COCC1)C)=O